FC1=CC(=C(OC=2C=C(C(=NC2)C(F)(F)F)C)C=C1)C 5-(4-fluoro-2-methyl-phenoxy)-3-methyl-2-(trifluoromethyl)pyridine